2-(4-(6-((4-chloro-6-(1H-1,2,3-triazol-1-yl)pyridin-3-yl)methoxy)pyridin-2-yl)-2,5-difluorobenzyl)-1-(2-cyclopropoxyethyl)-1H-benzo[d]imidazole-6-carboxylic acid ClC1=C(C=NC(=C1)N1N=NC=C1)COC1=CC=CC(=N1)C1=CC(=C(CC2=NC3=C(N2CCOC2CC2)C=C(C=C3)C(=O)O)C=C1F)F